FC=1C(=NC(=NC1)NC1=CC=C(C=N1)C1CCN(CC1)CC1CCC(CC1)CO)C=1C=NN2C1[C@H](CCCC2)C ((1s,4s)-4-((4-(6-((5-fluoro-4-((R)-4-methyl-5,6,7,8-tetrahydro-4H-pyrazolo[1,5-a]azepin-3-yl)pyrimidin-2-yl)amino)pyridin-3-yl)piperidin-1-yl)methyl)cyclohexyl)methanol